2-methyl-2-[4-[[6-(methylamino)-9-(2-trimethylsilylethoxymethyl)purin-2-yl]amino]indazol-1-yl]propanenitrile CC(C#N)(C)N1N=CC2=C(C=CC=C12)NC1=NC(=C2N=CN(C2=N1)COCC[Si](C)(C)C)NC